C(CCCCCCCCCCCCCCCCCCCCCCCCCCCCCCCCCCCCCCC)(=O)OCCCCCCCC\C=C/CCCCCC palmitoleyl tetracontanoate